CCC1SC(SSS1)CC 4,6-diethyl-1,2,3,5-tetrathiolane